ClC=1C=CC2=C(N(C3=C(CC2)C=CC=C3)CCCCN(C(OC(C)(C)C)=O)C)C1 tert-butyl [4-(3-chloro-10,11-dihydro-5H-dibenzo[b,f]azepin-5-yl)butyl]methylcarbamate